FC1=C(C(=CC(=C1)CN1CC(C1)OC)F)C=1C=C2C(=CN1)NN=C2NC(C2=CC=C(C=C2)N2CCN(CC2)C)=O N-(5-(2,6-Difluoro-4-((3-methoxyazetidin-1-yl)methyl)phenyl)-1H-pyrazolo[3,4-c]pyridin-3-yl)-4-(4-methylpiperazin-1-yl)benzamide